(3,4-dimethylphenyl)-3,8-diphenylpyrene-1,6-diamine CC=1C=C(C=CC1C)C1=C(C=2C=CC3=C(C=C(C=4C=CC(=C1C1=CC=CC=C1)C2C43)N)C4=CC=CC=C4)N